3-Methyl-5-(N-(2-fluoro-3-methylphenylethyl)sulfamoyl)benzofuran-2-carboxylate CC1=C(OC2=C1C=C(C=C2)S(NCCC2=C(C(=CC=C2)C)F)(=O)=O)C(=O)[O-]